tert-butyl N-[[3-fluoro-5-[(4-methoxyphenyl)methoxy]-4-(1,1,4-trioxo-1,2,5-thiadiazolidin-2-yl)phenyl]methyl]carbamate FC=1C=C(C=C(C1N1S(NC(C1)=O)(=O)=O)OCC1=CC=C(C=C1)OC)CNC(OC(C)(C)C)=O